CC1C(CCC2C1O2)(C(=O)OC2(CC1C(CC2)O1)C)C 3,4-epoxy-1-methyl-cyclohexyl methyl-3,4-epoxy-1-methylcyclohexanecarboxylate